FCCN1C(=NC=2C1=NC(=CC2)C=2C=CN1N=C(N=CC12)N[C@@H]1CC[C@H](CC1)N1CCOCC1)C 5-(3-(2-fluoroethyl)-2-methyl-3H-imidazo[4,5-b]pyridin-5-yl)-N-(trans-4-morpholinocyclohexyl)pyrrolo[2,1-f][1,2,4]triazin-2-amine